C(C)C12C(OC(C2C1C(=O)O)=O)=O 1-ethyl-2,4-dioxo-3-oxabicyclo[3.1.0]hexane-6-carboxylic acid